2-(hydroxymethyl)-2-(methoxymethyl)-4-methyl-1-azabicyclo[2.2.2]octan-3-one OCC1(N2CCC(C1=O)(CC2)C)COC